2,11-diisocyanatododecane N(=C=O)C(C)CCCCCCCCC(C)N=C=O